trans-N-[8-chloro-6-(6-ethoxy-4-ethyl-3-pyridinyl)-3-isoquinolinyl]-2-cyano-cyclopropanecarboxamide ClC=1C=C(C=C2C=C(N=CC12)NC(=O)[C@H]1[C@@H](C1)C#N)C=1C=NC(=CC1CC)OCC